C(C)(=O)O[C@H]1[C@@H](O[C@@H]([C@H]1OC(C)=O)COC(C)=O)F 2,3,5-tri-O-acetyl-β-D-ribofuranosyl fluoride